C12C3NNCC3NCCCCCCC(NCC1)C2 3,4,7,15-tetraazatricyclo[12.3.1.02,6]Octadecan